C(CCC)N1CCOCC1 anti-butylmorpholine